FC1=C(C=CC(=N1)[C@@H](CN1C[C@H]2[C@@H](C1)CC(C2)OC2=CC=CC=C2)O)O (3aS,5S,6aR)-2-((R)-2-(6-fluoro-5-hydroxypyridin-2-yl)-2-hydroxyethyl)-5-phenoxyhexahydrocyclopenta[c]pyrrol